NC1=NC=CC(=N1)OC1=CC(=C(C=C1)N1C(N(CC1=O)C1=CC(=CC=C1)C(F)F)=O)C 3-{4-[(2-amino-4-pyrimidinyl)oxy]-2-methylphenyl}-1-[3-(difluoromethyl)phenyl]-2,4-imidazolidinedione